Ethyl 4,4-difluoropiperidine-2-carboxylate FC1(CC(NCC1)C(=O)OCC)F